CN1N=C(C=C1)C(C)N 1-(1-methylpyrazol-3-yl)ethanamine